1-(3,4-difluorophenyl)-3-[[2-(2,2,2-trifluoroethyl)pyridin-4-yl]methyl]urea FC=1C=C(C=CC1F)NC(=O)NCC1=CC(=NC=C1)CC(F)(F)F